dimethylamino-epsilon-caprolactam CN(C)C1C(=O)NCCCC1